C(=O)O.NCCCC(=O)NCCNC(C1=C(C=C(C=C1)NC=1C=2N(C=CN1)C(=CN2)C=2C(=NNC2)C(F)(F)F)CC)=O N-[2-(4-aminobutanoyl-amino)ethyl]-2-ethyl-4-[[3-[3-(trifluoromethyl)-1H-pyrazol-4-yl]imidazo[1,2-a]pyrazin-8-yl]amino]benzamide formate